2,4,6-trimethylpyridin-3-ol CC1=NC(=CC(=C1O)C)C